2-(5-chloro-2-iodophenyl)-1H-benzo[d]imidazole ClC=1C=CC(=C(C1)C1=NC2=C(N1)C=CC=C2)I